3-(4-(((3-((3-amino-5-(4-amino-4-methylpiperidin-1-yl)pyrazin-2-yl)thio)-2-chlorophenyl)amino)methyl)-2-fluorophenyl)piperidine-2,6-dione NC=1C(=NC=C(N1)N1CCC(CC1)(C)N)SC=1C(=C(C=CC1)NCC1=CC(=C(C=C1)C1C(NC(CC1)=O)=O)F)Cl